1-(phenylsulfonyl)-1H-pyrazol C1(=CC=CC=C1)S(=O)(=O)N1N=CC=C1